(1S,3R,4S,5R)-3-((5-chloro-4-(4-fluoro-2-(2-hydroxypropan-2-yl)-1-isopropyl-1H-benzo[d]imidazol-6-yl)pyrimidin-2-yl)amino)-5-methyl-6,8-dioxabicyclo[3.2.1]octan-4-ol ClC=1C(=NC(=NC1)N[C@@H]1C[C@H]2CO[C@@]([C@H]1O)(O2)C)C=2C=C(C1=C(N(C(=N1)C(C)(C)O)C(C)C)C2)F